1-(5-bromothiophen-2-yl)ethane-1-ol tert-Butyl-(3R)-3-aminobutanoate C(C)(C)(C)C(C(=O)OC(C)C=1SC(=CC1)Br)[C@@H](C)N